2-(2-oxo-1,3-oxazinan-3-yl)acetamide O=C1OCCCN1CC(=O)N